FC(O[Si](OC(F)(F)F)(OC(F)(F)F)C(C(C(C(C(C(C(C(C(C(C(C(C(C(C(C(F)(F)F)(F)F)(F)F)(F)F)(F)F)(F)F)(F)F)(F)F)(F)F)(F)F)(F)F)(F)F)(F)F)(F)F)(F)F)(F)F)(F)F perfluorohexadecyl-trimethoxysilane